2-methyl-1-butanethiol tert-butyl-3-((3-(2,4-dioxotetrahydropyrimidin-1(2H)-yl)benzo[d]isoxazol-5-yl)methyl)pyrrolidine-1-carboxylate C(C)(C)(C)C1N(CCC1CC=1C=CC2=C(C(=NO2)N2C(NC(CC2)=O)=O)C1)C(=O)O.CC(CS)CC